4-(methylseleno)butyronitrile C[Se]CCCC#N